thiantrione S1C(C(C(CC1)=O)=O)=O